BrC=1C=C2C=C(N=CC2=CC1Cl)NC(C)=O N-(6-bromo-7-chloroisoquinolin-3-yl)acetamide